COC1=C(C=C(C=C1)C)B(O)O (2-methoxy-5-methylphenyl)boronic acid